COC1=C(NC=2N=CC3=C(N4C=CC(=C4CC3)C(=O)N)N2)C=CC(=C1)N1CCN(CC1)C(=O)C1(CNC1)C 2-[2-methoxy-4-[4-(3-methylazetidin-3-carbonyl)piperazin-1-yl]anilino]-5,6-dihydropyrimido[4,5-e]indolizine-7-carboxamide